COC1=NC=C(C=C1S(=O)(=O)N1CCC2(CC(CO2)N(C([2H])([2H])[2H])CCOC)CC1)C 8-((2-methoxy-5-methylpyridin-3-yl)sulfonyl)-N-(2-methoxyethyl)-N-(methyl-d3)-1-oxa-8-azaspiro[4.5]decan-3-amine